FC1(CN(CC1)C(=O)C=1N=C(C2=C(N1)OC(=C2)C)NC2(CC2)C)C2=CC=CC=C2 (3-fluoro-3-phenylpyrrolidine-1-carbonyl)-6-methyl-N-(1-methylcyclopropyl)furo[2,3-d]pyrimidin-4-amine